tert-Butyl (S)-(1-(4-((1,3-dioxolan-2-yl)methyl)-5-(3,5-difluorophenyl)-1-methyl-1H-pyrazol-3-yl)ethyl)carbamate O1C(OCC1)CC=1C(=NN(C1C1=CC(=CC(=C1)F)F)C)[C@H](C)NC(OC(C)(C)C)=O